C1(CC2C(CC1)O2)CC2(C(CC1C(C2)O1)CC1CC2C(CC1)O2)C(=O)[O-] 1,2-bis(3,4-epoxycyclohexylmethyl)-4,5-epoxycyclohexanecarboxylate